[Si](C)(C)(C(C)(C)C)OCCC(CCO)(F)F 5-[tert-butyl(dimethyl)silyl]oxy-3,3-difluoro-pentan-1-ol